(R)-3-chloro-1-(5-chlorothiophene-2-yl)propan-1-ol ClCC[C@@H](O)C=1SC(=CC1)Cl